OC1=C(C2=C(N(C1=O)CC1CNCCC1)C=CS2)C(=O)O 6-hydroxy-5-oxo-4-(piperidin-3-ylmethyl)-4,5-dihydrothieno[3,2-b]pyridine-7-carboxylic acid